ClC1=CC=C(C(=N1)C(=O)OC(C)(C)C)N[C@H](C)C=1C=C(C=C2C(C(=C(OC12)C1=C(C=CC=C1)C#N)C)=O)C tert-Butyl 6-chloro-3-[[(1R)-1-[2-(2-cyanophenyl)-3,6-dimethyl-4-oxo-chromen-8-yl]ethyl]amino]pyridine-2-carboxylate